COC(C1=CC=C(C=C1)NCC1(CC1)CF)=O 4-(((1-(fluoromethyl)cyclopropyl)methyl)amino)benzoic acid methyl ester